(2R,3R)-3-acetoxy-5,7,3'-trihydroxyl-4'-methoxyflavanone C(C)(=O)O[C@@H]1[C@H](OC2=CC(=CC(=C2C1=O)O)O)C1=CC(=C(C=C1)OC)O